(E)-ethyl 2-amino-2-(hydroxyimino)acetate N/C(/C(=O)OCC)=N/O